3-[[1-(1-Cyano-1-methyl-ethyl)-3-methyl-pyrazol-4-yl]amino]-5-cyclopropyl-6-(3-methylimidazo[4,5-c]pyridin-7-yl)pyrazin-2-carboxamid C(#N)C(C)(C)N1N=C(C(=C1)NC=1C(=NC(=C(N1)C1CC1)C=1C2=C(C=NC1)N(C=N2)C)C(=O)N)C